C(C)(=O)O[C@@H]1COCC[C@H]1NC1=NN2C(C=N1)=CC=C2C2(CCC2)CC (3S,4R)-4-{[7-(1-ethylcyclobutyl)pyrrolo[2,1-f][1,2,4]triazin-2-yl]amino}oxan-3-yl acetate